O[C@H]1C[C@H]2CC[C@H]3[C@@H]4CC[C@H]([C@@H](CCC)C)[C@]4([C@@H](C[C@@H]3[C@]2(CC1)C)O)C 3a,12β-Dihydroxy-5β-cholan